4,5-bis(bromomethyl)-1,3-dioxol-2-one BrCC=1OC(OC1CBr)=O